CC1=C(CCN(C1)C(=O)OC(C)(C)C)B1OC(C(O1)(C)C)(C)C tert-butyl 5-methyl-4-(4,4,5,5-tetramethyl-1,3,2-dioxaborolan-2-yl)-3,6-dihydropyridine-1(2H)-carboxylate